O1CCN(CC1)C(CCC(=O)O)=O 4-morpholino-4-oxobutanoic acid